(R or S)-2-(5-(2-(((R)-((R)-8-cyano-1,2,3,4-tetrahydroquinoxalin-2-yl)(phenyl)methyl)amino)ethyl)-2-methoxyphenyl)propanoic acid C(#N)C=1C=CC=C2NC[C@@H](NC12)[C@@H](C1=CC=CC=C1)NCCC=1C=CC(=C(C1)[C@H](C(=O)O)C)OC |o1:28|